5-((((2'-(3-((4-(((1-acetylpiperidin-4-yl)amino)methyl)-3-fluoropyridin-2-yl)amino)-2-chlorophenyl)-3'-chloro-6-methoxy-[2,4'-bipyridin]-5-yl)methyl)amino)methyl)pyrrolidin-2-one C(C)(=O)N1CCC(CC1)NCC1=C(C(=NC=C1)NC=1C(=C(C=CC1)C1=NC=CC(=C1Cl)C1=NC(=C(C=C1)CNCC1CCC(N1)=O)OC)Cl)F